C(C)(C)(C)OC(=O)N1C(CCCC1)C(CCOC1=NC=2N(C(=N1)NCC1=CC(=CC=C1)N)N=CC2C(C)C)(C)C (((4-((3-aminobenzyl)amino)-8-isopropylpyrazolo[1,5-a][1,3,5]triazine-2-yl)oxy)methyl-tert-butyl)piperidine-1-carboxylic acid tert-butyl ester